3-isopropylthiazolidine C(C)(C)N1CSCC1